C\C(=C/CO)\CCC[C@@H](CCC[C@@H](CCCC(C)C)C)C (7R,11R,E)-3,7,11,15-tetramethylhexadecane-2-en-1-ol